C(=C)C=1C(=C(C=CC1)S(=O)(=O)O)C=C.CN(C)C1CCCCC1 N,N-dimethylcyclohexylamine divinylbenzenesulfonate